(4-((2-(methylamino)-5H-pyrido[3,2-b]indol-5-yl)methyl)benzyl)phosphonic acid CNC=1C=CC=2N(C=3C=CC=CC3C2N1)CC1=CC=C(CP(O)(O)=O)C=C1